[C@H]12COCC(N1C(=O)OC1CC(C1)C(CC#N)=O)C2 (1s,3s)-3-(2-cyanoacetyl)cyclobutyl 3-oxa-6-azabicyclo[3.1.1]heptane-6-carboxylate